hexamethyl-1,3,5-triazine CC1(NC(NC(N1)(C)C)(C)C)C